mono-fluorotriphenylsulfonium tert-butyl-(1-(3-(2-(4,4-difluoroazepan-1-yl)quinoline-3-carboxamido)phenyl)ethyl)carbamate C(C)(C)(C)N(C([O-])=O)C(C)C1=CC(=CC=C1)NC(=O)C=1C(=NC2=CC=CC=C2C1)N1CCC(CCC1)(F)F.FC1=CC=C(C=C1)[S+](C1=CC=CC=C1)C1=CC=CC=C1